4-[(3R)-3-(4-bromo-3-methyl-phenoxy)butyl]piperidine BrC1=C(C=C(O[C@@H](CCC2CCNCC2)C)C=C1)C